acryloyloxyeicosanyldifluoromethylsilane C(C=C)(=O)OCCCCCCCCCCCCCCCCCCCC[SiH2]C(F)F